ethyl 4-[(2-chlorothiazole-5-yl)methyl]piperidine-1,4-dicarboxylate ClC=1SC(=CN1)CC1(CCN(CC1)C(=O)OCC)C(=O)[O-]